N1C[C@@H](CCC1)C1=CC=C(C=C1)NC(C1=CN=C(C=C1)CCC)=O (S)-N-(4-(Piperidin-3-yl)-phenyl)-6-propyl-nicotinamid